OCC1(CN(CC1CO)C(=O)[O-])C 3,4-bis(hydroxymethyl)-3-methylpyrrolidine-1-carboxylate